C(C=C)(=O)N1C[C@H](C[C@@H]1COC(F)F)N1N=C(C(=C1NC)C(=O)N)C#CC1=CC2=C(N(C=N2)C2CC2)C=C1F 1-((3S,5R)-1-Acryloyl-5-((difluoromethoxy)methyl)pyrrolidin-3-yl)-3-((1-cyclopropyl-6-fluoro-1H-benzo[d]imidazol-5-yl)ethynyl)-5-(methylamino)-1H-pyrazole-4-carboxamide